tert-butyl (2R,6s)-4-(4-aminocyclohexyl)-2,6-dimethylpiperazine-1-carboxylate NC1CCC(CC1)N1C[C@H](N([C@H](C1)C)C(=O)OC(C)(C)C)C